C(=C\C)/N[C@@H](CS)C(=O)O (trans-1-propenyl)-L-cysteine